CS(=O)(=O)C1=CC=C(C=C1)C=1C(N(C2=CC=C(C=C2C1)C1=CC=C(C=C1)C1CCN(CC1)C1COC1)C)=O 3-(4-methanesulfonylphenyl)-1-methyl-6-{4-[1-(oxetan-3-yl)piperidin-4-yl]phenyl}-1,2-dihydroquinolin-2-one